ClC1=NC(=CC(=C1)C(C(=O)OC)C)C1=CC=C(C=C1)F methyl 2-(2-chloro-6-(4-fluorophenyl)pyridin-4-yl)propanoate